COC(=O)C1(CC2C(C1)C1(CCCC1)OC2)C2=NC=CC=C2 5-(pyridin-2-yl)hexahydrospiro[cyclopent[c]furan-1,1'-cyclopentane]-5-carboxylic acid methyl ester